C(C1=CC=CC=C1)OC(=O)N1[C@@H](C(N(CC1)C=1N=C2N(C=CC=C2)C1)=O)CC1=CN(C2=CC=CC=C12)C(=O)OC(C)(C)C tert-butyl 3-[[(2R)-1-benzyloxycarbonyl-4-imidazo[1,2-a]pyridin-2-yl-3-oxo-piperazin-2-yl]methyl]indole-1-carboxylate